2-(2,4-difluorophenyl)-5-fluoropyridine FC1=C(C=CC(=C1)F)C1=NC=C(C=C1)F